COC(=O)C1=NC(=C(C=C1)NCC#CC=1C=C2C(=CC=CN2C1CC(F)(F)F)N[C@H]1[C@H](CN(CC1)C)F)OC 5-[3-[8-[[(3S,4R)-3-fluoro-1-methyl-4-piperidinyl]amino]-3-(2,2,2-trifluoroethyl)indolizin-2-yl]prop-2-ynylamino]-6-methoxypyridine-2-carboxylic acid methyl ester